C(C)(C)(C)C1=NCC(=CC1=O)C1=CNC2=NC=CC=C21 tert-butyl-3-oxo-5-(1H-pyrrolo[2,3-b]pyridin-3-yl)-3,6-dihydropyridine